C(#N)C1=CC=C2C(=CN(C2=C1C1=CN=NC=C1)COCC[Si](C)(C)C)C1=NC(=NC=C1C(F)(F)F)N[C@@H]1CN(CCC1)C(=O)OC(C)(C)C tert-butyl (3S)-3-[[4-[6-cyano-7-pyridazin-4-yl-1-(2-trimethylsilylethoxymethyl)indol-3-yl]-5-(trifluoromethyl)pyrimidin-2-yl]amino]piperidine-1-carboxylate